ethyl 5-(4-fluorophenyl)-3-oxo-pentanoate FC1=CC=C(C=C1)CCC(CC(=O)OCC)=O